(3R)-3-amino-5-[(4-chlorophenyl)methyl]-8-fluoro-1,1-dioxo-7-[5-[2-(trifluoromethyl)morpholin-4-yl]-1,2,4-oxadiazol-3-yl]-2,3-dihydro-1λ6,5-benzothiazepin-4-one N[C@H]1CS(C2=C(N(C1=O)CC1=CC=C(C=C1)Cl)C=C(C(=C2)F)C2=NOC(=N2)N2CC(OCC2)C(F)(F)F)(=O)=O